FC1(CC2=C(C=C(C=C2CN(C)C)NC(=O)NOC)C=2N=NC(=CC2)OC)CC=CC=C1F N-(4-(1,6-difluorobenzyl)-5-((dimethylamino)methyl)-3-(6-methoxy-3-pyridazinyl)phenyl)-N'-methoxyurea